2-chloro-3-hydroxy-3-phenyl-2-(3-(nitro)benzyl)propionic acid ClC(C(=O)O)(C(C1=CC=CC=C1)O)CC1=CC(=CC=C1)[N+](=O)[O-]